C(C)(C)(C)OC(=O)N1CCC2(C(CC=3C(=C4CNC(C4=CC3)=O)O2)C2C(NC(CC2)=O)=O)CC1 (2,6-Dioxopiperidin-3-yl)-7'-oxo-4',7',8',9'-tetrahydro-3'H-spiro[piperidine-4,2'-pyrano[2,3-e]isoindole]-1-carboxylic acid tert-butyl ester